C(CCC)(=O)N butan-amide